3-(((3-(dimethylamino)propoxy)carbonyl)oxy)pentadecyloctadeca-9,12-dienoate CN(CCCOC(=O)OC(CCOC(CCCCCCCC=CCC=CCCCCC)=O)CCCCCCCCCCCC)C